1-(4-(4-(7H-pyrrolo[2,3-d]pyrimidin-4-yl)-3,4-dihydro-2H-1,4-thiazin-6-yl)pyridin-2-yl)ethan-1-one N1=CN=C(C2=C1NC=C2)N2CCSC(=C2)C2=CC(=NC=C2)C(C)=O